O(C#N)C1=CC=C(C=C1)C(C)C1=CC=C(C=C1)OC#N 1,1-Bis(4-cyanatophenyl)ethan